(2R)-1-indol-1-yl-N-(2,2,2-trifluoroethyl)propan-2-amine N1(C=CC2=CC=CC=C12)C[C@@H](C)NCC(F)(F)F